4-(2-morpholin-4-yl-2-oxo-ethoxy)-benzaldehyde N1(CCOCC1)C(COC1=CC=C(C=O)C=C1)=O